3-[[[1-[1-(2-Pyrimidinyl)-1H-1,2,4-triazol-5-yl]ethyl]amino]carbonyl]-5-(trifluoromethyl)phenyl 1,1,1-trifluoromethanesulfonate FC(S(=O)(=O)OC1=CC(=CC(=C1)C(F)(F)F)C(=O)NC(C)C1=NC=NN1C1=NC=CC=N1)(F)F